ClCC(=O)N1C2=C(OC[C@@H]1C)N=C(C(=C2)CC2=CC=C(C=C2)F)NC(OC(C)(C)C)=O tert-butyl (S)-(1-(2-chloroacetyl)-7-(4-fluorobenzyl)-2-methyl-2,3-dihydro-1H-pyrido[2,3-b][1,4]oxazin-6-yl)carbamate